CC1=NN2C(NC(=CC2=C1)C)=O 2,5-dimethyl-6H-pyrazolo[1,5-c]pyrimidin-7-one